C1(CC1)C1=NOC=C1C(=O)N[C@@H](C(C1CC1)C1CC1)C=1OC2=C(N1)C=C(C=C2)CN2C(N[C@@H](C2)C(F)(F)F)=O 3-cyclopropyl-N-((S)-2,2-dicyclopropyl-1-(5-(((S)-2-oxo-4-(trifluoromethyl)-imidazolidin-1-yl)methyl)benzo[d]oxazol-2-yl)ethyl)isoxazole-4-carboxamide